(2S)-4-(2-Chloro-6-((5-chloro-1-(methoxycarbonyl)-1,2,3,4-tetrahydronaphthalen-1-yl)methyl)-5-nitro pyrimidin-4-yl)-2-(cyanomethyl)piperazine-1-carboxylate ClC1=NC(=C(C(=N1)N1C[C@@H](N(CC1)C(=O)[O-])CC#N)[N+](=O)[O-])CC1(CCCC2=C(C=CC=C12)Cl)C(=O)OC